C(CCCCCCCCC(=O)ON1C(CCCC1(C)C)(C)C)(=O)ON1C(CCCC1(C)C)(C)C bis(2,2',6,6'-tetramethylpiperidyl) sebacate